N,N'-bisformyl-N,N'-bis-(2,2,6,6-tetramethyl-4-piperidin-yl)-hexamethylenediamine C(=O)N(CCCCCCN(C1CC(NC(C1)(C)C)(C)C)C=O)C1CC(NC(C1)(C)C)(C)C